[Cl-].C(#N)C[P+](C1=CC=CC=C1)(C1=CC=CC=C1)C1=CC=CC=C1 Cyanomethyl-triphenylphosphonium chloride